NC1(CCCCC1)COC=1C=C(C=C(C1C#N)SC)C1=CN=C2N1C(=CC(=C2)OC)C#N 3-(3-((1-Aminocyclohexyl)methoxy)-4-cyano-5-(methylthio)phenyl)-7-methoxyimidazo[1,2-a]pyridine-5-carbonitrile